2-piperazineacetic acid N1C(CNCC1)CC(=O)O